N-[5-(difluoromethoxy)-3-pyridyl]butane-2-sulfonamide FC(OC=1C=C(C=NC1)NS(=O)(=O)C(C)CC)F